(1R,3S,5R)-2-(2-(4-amino-5-(methylthio)-7H-pyrrolo[2,3-d]pyrimidin-7-yl)acetyl)-N-(6-bromopyridin-2-yl)-2-azabicyclo[3.1.0]hexane-3-carboxamide NC=1C2=C(N=CN1)N(C=C2SC)CC(=O)N2[C@@H]1C[C@@H]1C[C@H]2C(=O)NC2=NC(=CC=C2)Br